CC(C)OC(=O)/C=C(/C)\\O The molecule is an isopropyl ester resulting from the formal condensation of the carboxy group of 3-hydroxybut-2-enoic acid with isopropanol. It derives from a propan-2-ol and a 3-hydroxybut-2-enoic acid.